n-octyltrimethylammonium hypobromite Br[O-].C(CCCCCCC)[N+](C)(C)C